1-(3-(4-methoxyphenyl)-1,2,4-oxadiazol-5-yl)-N-((1-(tetrahydro-2H-pyran-4-yl)pyrrolidin-3-yl)methyl)piperidine-4-carboxamide COC1=CC=C(C=C1)C1=NOC(=N1)N1CCC(CC1)C(=O)NCC1CN(CC1)C1CCOCC1